2-(Difluoromethyl)-N-methylpyridin-4-amine FC(C1=NC=CC(=C1)NC)F